ClC1=C(C=NN(C1=O)C)N[C@@H]1C[C@@H](CN(C1)C)C1=CC=C(C(=O)N2CCC3(CC2)CCN(CC3)C3=CC2=C(N(C(O2)=O)C2C(NC(CC2)=O)=O)C=C3)C=C1 3-[6-[3-[4-[(3R,5R)-5-[(5-chloro-1-methyl-6-oxo-pyridazin-4-yl)amino]-1-methyl-3-piperidyl]benzoyl]-3,9-diazaspiro[5.5]undecan-9-yl]-2-oxo-1,3-benzoxazol-3-yl]piperidine-2,6-dione